4-Hydroxy-3-methyl-1H-benzimidazol-2-one OC1=CC=CC=2NC(N(C21)C)=O